methyl 5-bromo-3-(prop-1-en-2-yl)picolinate BrC=1C=C(C(=NC1)C(=O)OC)C(=C)C